5-OXO-4,5-DIHYDRO-1H-PYRAZOLE-3-CARBOXYLIC ACID O=C1CC(=NN1)C(=O)O